C12(CCC(CC1)O2)C2CN1C=3C(=C(SC3C(N2)=O)C=2C=NNC2)CC(C1)(F)F 7-(7-oxabicyclo[2.2.1]heptan-1-yl)-4,4-difluoro-2-(1H-pyrazol-4-yl)-4,5,7,8-tetrahydro-3H-1-thia-5a,8-diazabenzo[cd]azulen-9(6H)-one